5-chloro-3-hydroxy-8-((1-methyl-1H-benzo[d]imidazol-5-yl)sulfonyl)quinazoline-2,4(1H,3H)-dione ClC1=C2C(N(C(NC2=C(C=C1)S(=O)(=O)C1=CC2=C(N(C=N2)C)C=C1)=O)O)=O